3-(4-(((tert-butyldimethylsilyl)oxy)methyl)pyridin-2-yl)-6-chloroimidazo[1,2-b]pyridazine [Si](C)(C)(C(C)(C)C)OCC1=CC(=NC=C1)C1=CN=C2N1N=C(C=C2)Cl